2-(1-cyanopyrrolidin-3-ylidene)-N-methyl-N-((5-phenylisoxazol-3-yl)methyl)acetamide C(#N)N1CC(CC1)=CC(=O)N(CC1=NOC(=C1)C1=CC=CC=C1)C